tert-butyl ((1r,4r)-4-hydroxy-1-methyl cyclohexyl)carbamate OC1CCC(CC1)(C)NC(OC(C)(C)C)=O